4-amino-1,3-cyclohexanediol NC1C(CC(CC1)O)O